p-mentha-1,5,8-triene C1(=CCC(C=C1)C(=C)C)C